7-cyclopentyl-2-((5-(1'-(4-(2,6-dioxopiperidin-3-yl)phenethyl)-[4,4'-bipiperidin]-1-yl)pyridin-2-yl)amino)-N,N-dimethyl-7H-pyrrolo[2,3-d]pyrimidine-6-carboxamide C1(CCCC1)N1C(=CC2=C1N=C(N=C2)NC2=NC=C(C=C2)N2CCC(CC2)C2CCN(CC2)CCC2=CC=C(C=C2)C2C(NC(CC2)=O)=O)C(=O)N(C)C